2,3-dihydroxy-N-(2-(2-(2-(((2R,3S,4S,5R)-3,4,5,6-tetrahydroxytetrahydro-2H-pyran-2-yl)methoxy)phenoxy)ethoxy)phenyl)benzamide OC1=C(C(=O)NC2=C(C=CC=C2)OCCOC2=C(C=CC=C2)OC[C@H]2OC([C@@H]([C@H]([C@@H]2O)O)O)O)C=CC=C1O